NC(CCNCCC(CC)N)CC N-(3-aminopentyl)-1,3-pentanediamine